N-methyl-3-(4-(2-(trifluoromethyl)phenyl)piperidine-1-carbonyl)-1,4,5,7-tetrahydro-6H-pyrazolo[3,4-c]pyridine-6-carboxamide CNC(=O)N1CC2=C(CC1)C(=NN2)C(=O)N2CCC(CC2)C2=C(C=CC=C2)C(F)(F)F